CC1=CC=C2C(CC3C(C(OC3=O)=O)C2=C1)C1C(OC(C1)=O)=O 1,3,3a,4,5,9b-hexahydro-8-methyl-5-(tetrahydro-2,5-dioxo-3-furyl)-naphtho[1,2-c]-furan-1,3-dione